ClC1=C(C(=NN1C)C1=NOC(=C1)C)CN1C[C@H]([C@@H](C1)C)CNCCC(C)(C)C N-(((3R,4S)-1-((5-Chloro-1-methyl-3-(5-methylisoxazol-3-yl)-1H-pyrazol-4-yl)methyl)-4-methylpyrrolidin-3-yl)methyl)-3,3-dimethylbutan-1-amine